C1(CC1)C1CC(CNC1)NC1=NC=CC(=N1)C=1C(=NC=CC1)OC1=C(C(=C(C(=C1)F)NS(=O)(=O)CC1=C(C=CC=C1)F)F)F N-(4-((3-(2-((5-cyclopropylpiperidin-3-yl)amino)pyrimidin-4-yl)pyridin-2-yl)oxy)-2,3,6-trifluorophenyl)-1-(2-fluorophenyl)methanesulfonamide